N-(5-fluoroquinolin-6-yl)-7-(1-methyl-1H-pyrazol-4-yl)-5-(1-(oxetan-3-yl)ethoxy)quinazolin-4-amine FC1=C2C=CC=NC2=CC=C1NC1=NC=NC2=CC(=CC(=C12)OC(C)C1COC1)C=1C=NN(C1)C